5-Cyclobutyl-1-methyl-1H-pyrazole-4-carbonyl chloride C1(CCC1)C1=C(C=NN1C)C(=O)Cl